NC1=C(C=C(C=N1)C1=NC=CC(=C1)C(=O)N1CCN(CC1)C)OC(C)C1=C(C(=CC=C1F)F)Cl {6'-amino-5'-[1-(2-chloro-3,6-difluoro-phenyl)-ethoxy]-[2,3']bipyridinyl-4-yl}-(4-methyl-piperazin-1-yl)-methanone